3-((4-(heptyloxy)phenyl)sulfonyl)-4-(4-methylpiperazin-1-yl)-6-(methylthio)quinoline C(CCCCCC)OC1=CC=C(C=C1)S(=O)(=O)C=1C=NC2=CC=C(C=C2C1N1CCN(CC1)C)SC